C1(CC1)N1C(N2C(C(NCC2)C(=O)O)C1)=O 2-cyclopropyl-3-oxo-5,6,8,8a-tetrahydro-1H-imidazo[1,5-a]pyrazine-8-carboxylic acid